5'-O-(4,4'-Dimethoxytrityl)-N2-isobutyryl-2'-fluoroguanosine COC1=CC=C(C(C2=CC=C(C=C2)OC)(C2=CC=CC=C2)OC[C@@H]2[C@H]([C@]([C@@H](O2)N2C=NC=3C(=O)NC(NC(C(C)C)=O)=NC23)(O)F)O)C=C1